(R)-2-(4-cyclopropyl-6-methoxypyrimidin-5-yl)-4-(1-(4-(1-ethyl-4-(trifluoromethyl)-1H-imidazol-2-yl)-3-fluorophenyl)ethyl)-6,7-dihydro-[1,2,4]triazolo[1,5-a]pyrimidin-5(4H)-one C1(CC1)C1=NC=NC(=C1C1=NN2C(N(C(CC2)=O)[C@H](C)C2=CC(=C(C=C2)C=2N(C=C(N2)C(F)(F)F)CC)F)=N1)OC